N-formylindole C(=O)N1C=CC2=CC=CC=C12